(17Z,20Z)-N,N-dimethylhexacosan-17,20-dien-7-amine CN(C(CCCCCC)CCCCCCCCC\C=C/C\C=C/CCCCC)C